N=1N=C(NC1)C=1C=C(C=CC1)NC1=CC2=C(C=N1)C=C(N2)C2=CC(=NC=C2)C#N 4-(6-(3-(4H-1,2,4-triazol-3-yl)phenylamino)-1H-pyrrolo[3,2-c]pyridin-2-yl)picolinonitrile